C1(CC1)NC(=O)C=1C(=NN(C1F)C)C(F)F cyclopropyl-3-(difluoromethyl)-5-fluoro-1-methyl-1H-pyrazole-4-carboxamide